7'-(((1R,3R)-3-Hydroxycyclobutyl)amino)-8'-methyl-1',1'-dioxido-2,3,5,6-tetrahydrospiro[pyran-4,4'-pyrido[2,3-b][1,4,5]oxathiazepin] OC1CC(C1)NC=1C(=CC2=C(OC3(C=NS2(=O)=O)CCOCC3)N1)C